2-methoxy-5-[2-isopropyl-6-[3-(trifluoromethyl)phenyl]imidazo[1,2-a]pyridin-3-yl]phenol COC1=C(C=C(C=C1)C1=C(N=C2N1C=C(C=C2)C2=CC(=CC=C2)C(F)(F)F)C(C)C)O